BrC1=CC=2N(C=C1)C(=CN2)C2=NOC(=C2)C(C(=O)OC)C(C)C methyl 2-(3-{7-bromoimidazo[1,2-a]pyridin-3-yl}-1,2-oxazol-5-yl)-3-methylbutanoate